FC=1C(=C(C=CC1F)[C@H]1[C@@H](O[C@]([C@@H]1C)(C(F)(F)F)C)C(=O)NC1=CC=CC(=N1)C(=O)N)OC 6-[[(2R,3S,4R,5R)-3-(3,4-difluoro-2-methoxy-phenyl)-4,5-dimethyl-5-(trifluoromethyl)tetrahydrofuran-2-carbonyl]amino]pyridine-2-carboxamide